(4R,11bS)-4-(2-((S)-Methyl(2-(methylthio)phenyl)silyl)phenyl)-4,5-dihydro-3H-dinaphtho[2,1-c:1',2'-e]phosphepine C[Si@@H](C1=C(C=CC=C1)P1CC2=C(C3=C(C1)C=CC1=CC=CC=C13)C=1C=CC=CC1C=C2)C2=C(C=CC=C2)SC